Fmoc-α-tert-butylglycine C(=O)(OCC1C2=CC=CC=C2C2=CC=CC=C12)NC(C(=O)O)C(C)(C)C